TRIMETHYLSILYLETHYL CARBAMATE C(N)(OCC[Si](C)(C)C)=O